COC(C(C1=CC=CC=C1)=C1N(S(C2=C1C=C(C=C2)Cl)(=O)=O)C)=O 2-(5-chloro-2-methyl-1,1-dioxobenzisothiazol-3(2H)ylidene)-2-phenylacetic acid methyl ester